(4E)-1-(1H-indol-6-yl)-5-(4-dimethylaminophenyl)-4-pentene-1,3-dione N1C=CC2=CC=C(C=C12)C(CC(\C=C\C1=CC=C(C=C1)N(C)C)=O)=O